3-(6-((((1s,4s)-4-(aminomethyl)cyclohexyl)methyl)amino)-1-methyl-1H-indazol-3-yl)piperidine-2,6-dione NCC1CCC(CC1)CNC1=CC=C2C(=NN(C2=C1)C)C1C(NC(CC1)=O)=O